(1aS,6S,6aR)-N-methyl-3-(trifluoromethyl)-1,1a,6,6a-tetrahydrocyclopropa[a]inden-6-amine CN[C@H]1[C@H]2[C@@H](C=3C=C(C=CC13)C(F)(F)F)C2